4-(7-(tert-Butyloxycarbonyl)-2,7-diazaspiro[4.4]non-2-yl)methylpyridine C(C)(C)(C)OC(=O)N1CC2(CCN(C2)CC2=CC=NC=C2)CC1